NC1=NN2C(C=C(C=C2)C=2C(=NC(=C(C(=O)O)C2)OC)C)=N1 5-(2-amino-[1,2,4]triazolo[1,5-a]pyridin-7-yl)-2-methoxy-6-methylnicotinic acid